C(C)N1C2=CC(=CC=C2C=2C=C(C=CC12)CNCCN1CCC(CC1)C(=O)N)C=1SC=C(C1)C 1-(2-(((9-ethyl-7-(4-methylthiophen-2-yl)-9H-carbazol-3-yl)methyl)amino)ethyl)piperidine-4-carboxamide